(4,4-Difluorocyclohexyl)methanol FC1(CCC(CC1)CO)F